C(CCCCCCCCC)N1C=CC2=CC=C(C=C12)C1=NOC(=N1)[C@H]1N(CCC1)C(=O)OC(C)(C)C Tert-butyl (S)-2-(3-(1-decyl-1H-indol-6-yl)-1,2,4-oxadiazol-5-yl)pyrrolidine-1-carboxylate